FC1=C(C=CC(=C1)F)NN=C(C(=O)OCC)C=NO ethyl 2-[(2,4-difluorophenyl) hydrazono]-3-oximino-propionate